2-chloro-5,6-dimethyl-pyridine-3-carbonitrile ClC1=NC(=C(C=C1C#N)C)C